1-Hexa-1,5-dien-3-yl-benzotriazole C=CC(CC=C)N1N=NC2=C1C=CC=C2